dioctyl dinitrate [N+](=O)(OCCCCCCCC)[O-].[N+](=O)(OCCCCCCCC)[O-]